N[C@@H](CCC(=O)NCCCC[C@@H](C(=O)NCCCC[C@@H](C(=O)OC(C1=CC=CC=C1)(C1=CC=CC=C1)C1=C(C=CC=C1)Cl)NC(=O)OCC1=CC=CC=C1)NC(=O)OC(C)(C)C)C(=O)OC(C)(C)C [(2-chlorophenyl)diphenylmethyl] (2S)-6-[[(2S)-6-[[(4S)-4-amino-5-tert-butoxy-5-oxo-pentanoyl] amino]-2-(tert-butoxy carbonylamino)hexanoyl] amino]-2-(benzyloxycarbonylamino)hexanoate